CC1=C(C(C2=C(N1)COC2=O)C2=CC=CC=C2[N+](=O)[O-])C(=O)OC methyl 2-methyl-4-(6-nitrophenyl)-5-oxo-1,4,5,7-tetrahydrofuro[3,4-b]pyridin-3-carboxylate